[C@H]12CN(C[C@H](CC1)N2)C=2C1=C(N=C(N2)OC[C@H]2NCCC2)C(=C(N=C1)C1=CC(=CC2=CC=CC=C12)O)F 4-(4-((1R,5S)-3,8-diazabicyclo[3.2.1]octan-3-yl)-8-fluoro-2-(((S)-pyrrolidin-2-yl)methoxy)pyrido[4,3-d]pyrimidin-7-yl)naphthalen-2-ol